FC1=C(C(=CC=C1)F)S(=O)(=O)NC=1C=C(C=NC1OC)C=1C=C2C(=C(C=NC2=CC1)F)N1CCNCC1 4-(6-(5-((2,6-difluorophenyl)sulfonamido)-6-methoxypyridin-3-yl)-3-fluoroquinolin-4-yl)piperazine